[C@H]12CC(C[C@H](CC1)N2)=CC2=CN=C(N=N2)C2=C(C=C(C=C2)N2C=NC=C2)O 2-(6-((Z)-((1R,5S)-8-azabicyclo[3.2.1]octan-3-ylidene)methyl)-1,2,4-triazin-3-yl)-5-(1H-imidazol-1-yl)phenol